FC1(CC(N(CC1)C)C(C(F)(F)F)NC(N([C@H](C)C1=CC(=CC=C1)C1=CC=2N(C(=C1)OC)N=CC2)CC)=O)F 3-(1-(4,4-difluoro-1-methylpiperidin-2-yl)-2,2,2-trifluoroethyl)-1-ethyl-1-((R)-1-(3-(7-methoxypyrazolo[1,5-a]pyridin-5-yl)phenyl)ethyl)urea